C(C)(C)(C)C1=C2C=CC=NC2=C(C(=C1)C(NC(CCC)=O)C1=CC(=CC=C1)C(=O)N1CCC(CC1)N1CCC(CC1)C#CC1=C2C(N(CC2=CC=C1)C1C(NC(CC1)=O)=O)=O)O N-((5-(tert-butyl)-8-hydroxyquinolin-7-yl)(3-(4-((2-(2,6-dioxopiperidin-3-yl)-3-oxoisoindolin-4-yl)ethynyl)-[1,4'-bipiperidine]-1'-carbonyl)phenyl)-methyl)butyramide